(S)-5-methyl-2-(o-tolyl)-2-vinylindoline CC=1C=C2C[C@](NC2=CC1)(C=C)C1=C(C=CC=C1)C